6-fluoro-N-pyridazin-3-yl-1-(2-trimethylsilyl-ethoxymethyl)benzimidazol-5-amine FC=1C(=CC2=C(N(C=N2)COCC[Si](C)(C)C)C1)NC=1N=NC=CC1